[Si](C)(C)(C(C)(C)C)OCCC(C)N1N=C(C=2C=NC(=CC21)Cl)C2=CC=C(O2)C=O 5-[1-[3-[tert-butyl(dimethyl)silyl]oxy-1-methyl-propyl]-6-chloro-pyrazolo[4,3-c]pyridin-3-yl]furan-2-carbaldehyde